(S,E)-3-((3-(2-(2-(4-(dimethylamino)-N-methylbut-2-enamido)propanamido)ethyl)phenyl)amino)-6-ethyl-5-(ethyl(methyl)amino)pyrazine-2-carboxamide CN(C/C=C/C(=O)N(C)[C@H](C(=O)NCCC=1C=C(C=CC1)NC=1C(=NC(=C(N1)N(C)CC)CC)C(=O)N)C)C